3-((3-butyl-2-methyl-7-(methylthio)-1,1-dioxido-5-phenyl-2,3,4,5-tetrahydrobenzo[f][1,2,5]thiadiazepin-8-yl)oxy)benzoic acid C(CCC)C1N(S(C2=C(N(C1)C1=CC=CC=C1)C=C(C(=C2)OC=2C=C(C(=O)O)C=CC2)SC)(=O)=O)C